5-isopropylbenzaldehyde C(C)(C)C=1C=CC=C(C=O)C1